NCC[N-]C(C1=CC=C(C=C1)OC)=O aminoethyl-anisoyl-amide